N,N-dimethyl-tetradecyl-amine CN(C)CCCCCCCCCCCCCC